[Cl-].[Cl-].CC(C)(C(C)C)C1(C=CC=C1)[Zr+2] (1-(2,3-dimethylbutan-2-yl)cyclopentadienyl)zirconium dichloride